FC1=C(C(=C(C(=C1OC(C1=CC(=C(C=C1)Cl)N1C(CC(CC1)=O)=O)=O)F)F)F)F 4-chloro-3-(2,4-dioxotetrahydropyridin-1-yl)benzoic acid pentafluorophenyl ester